CC(C)(C1=CC=CC=C1)NC(=O)C=1C=2C[C@@H]3[C@H](C2N(N1)CCC1CCOCC1)C3 (1aR,5aR)-2-[2-(Tetrahydro-pyran-4-yl)-ethyl]-1a,2,5,5a-tetrahydro-1H-2,3-diaza-cyclopropa[a]pentalene-4-carboxylic acid (1-methyl-1-phenyl-ethyl)-amide